COC1=CN(C=2N=NC(=CC21)C2=C(C=C(C=C2C)C(F)(F)F)OCOC)C21CCCC(C2)(C1)O 5-{5-methoxy-3-[2-(methoxymethoxy)-6-methyl-4-(trifluoromethyl)phenyl]-7H-pyrrolo[2,3-c]pyridazin-7-yl}bicyclo[3.1.1]heptan-1-ol